N1(N=CC=C1)C1=NC=C(C=N1)C1=CC2=C(N=C3COCC(N32)C3=CC=CC=C3)C=C1 7-(2-(1H-pyrazol-1-yl)pyrimidin-5-yl)-4-phenyl-3,4-dihydro-1H-benzo[4,5]imidazo[2,1-c][1,4]oxazine